C(C1=CC=CC=C1)OC=1C=CC2=C(C(=C(O2)C)C(=O)NC2CN(C2)C2COC2)C1 5-(benzyloxy)-2-methyl-N-(1-(oxetan-3-yl)azetidin-3-yl)benzofuran-3-carboxamide